(R)-2-methyl-N-[(1R)-5-(5-methyl-1,2,4-oxadiazol-3-yl)-2,3-dihydro-1H-inden-1-yl]propane-2-sulfinamide CC(C)(C)[S@@](=O)N[C@@H]1CCC2=CC(=CC=C12)C1=NOC(=N1)C